(S)-methyl 2-((tert-butoxycarbonyl)amino)-4-((2-cyanoethyl)thio)butanoate C(C)(C)(C)OC(=O)N[C@H](C(=O)OC)CCSCCC#N